C(C)(=O)N1/C(/C(C2=CC=CC=C12)=O)=C/C=1SC2=C(N1)C=C(C=C2)CNC2CCOCC2 (E)-1-acetyl-2-((5-(((tetrahydro-2H-pyran-4-yl)-amino)methyl)-benzo[d]thiazol-2-yl)methylene)-indolin-3-one